C(C1=CC=CC=C1)(=O)C1(C2=NCN([C@H]3C[C@H](OCSC)[C@@H](CO[Si](C)(C)C(C)(C)C)O3)C2=NC=N1)N 6-benzoyl-5'-O-tert-butyldimethylsilyl-3'-O-methylthiomethyl-2'-deoxyadenosine